Methyl ((S)-1-((2S,4R)-2-(((2S,3S)-1-(cyclopropylamino)-6,6-difluoro-2-hydroxy-1-oxoheptan-3-yl)carbamoyl)-4-(trifluoromethyl)piperidin-1-yl)-3,3-dimethyl-1-oxobutan-2-yl)carbamate C1(CC1)NC([C@H]([C@H](CCC(C)(F)F)NC(=O)[C@H]1N(CC[C@H](C1)C(F)(F)F)C([C@H](C(C)(C)C)NC(OC)=O)=O)O)=O